ClC1=NN2C(N=CC3=C2C(C[C@H]3C(=O)NC=3C=NC(=C(C3)Cl)C3=NN(C=C3)C)(C)C)=C1 (R)-2-chloro-N-(5-chloro-6-(1-methyl-1H-pyrazol-3-yl)pyridin-3-yl)-8,8-dimethyl-7,8-dihydro-6H-cyclopenta[e]pyrazolo[1,5-a]pyrimidine-6-carboxamide